3,4,4-trifluorobut-3-en-1-yl 2-(5-methyl-1H-tetrazol-1-yl)acetate CC1=NN=NN1CC(=O)OCCC(=C(F)F)F